ClC1=CC=C(S1)CNC1=CC(=NN1C(C1=C(C=CC=C1)OC)=O)C1N(CCC1)C(C(C)C)=O 1-[2-(5-[(5-chlorothiophen-2-yl)methyl]amino-1-(2-methoxybenzoyl)-1H-pyrazol-3-yl)pyrrolidin-1-yl]-2-methylpropan-1-one